([(Z)-(1-{2-[(tert-butoxycarbonyl)amino]-1,3-thiazol-4-yl}-2-oxo-2-{[(4S)-3-oxo-1,2-oxazolidin-4-yl]amino}ethylidene)amino]oxy)-3,3-dimethylcyclobutane-1-carboxylate C(C)(C)(C)OC(=O)NC=1SC=C(N1)/C(/C(N[C@@H]1C(NOC1)=O)=O)=N/OC1(CC(C1)(C)C)C(=O)[O-]